N([C@@](C(C(C[2H])(C)[2H])([2H])[2H])(C(=O)O)[2H])([2H])[2H] leucine-d7